C(C)(=O)OC1NC(NC1=O)=O 2,5-dioxo-imidazolidin-4-yl acetate